CC1(OB(OC1(C)C)C=1C=CC2=C(N=C(S2)C(F)(F)F)C1)C 5-(4,4,5,5-Tetramethyl-1,3,2-dioxaborolan-2-yl)-2-(trifluoromethyl)-1,3-benzothiazole